C1(CC(C(CC1)C(C)C)OCC1OC(OC1)C1=CC(=C(C=C1)O)O)C 4-(1-menthoxymethyl)-2-(3',4'-dihydroxyphenyl)-1,3-dioxolane